CCCCCCCCC/C=C\CCCCCCCC(=O)OC[C@H](COP(=O)(O)OC[C@H](CO)O)OC(=O)CCCCCCC/C=C\C/C=C\C/C=C\CC 1-(9Z-nonadecenoyl)-2-(9Z,12Z,15Z-octadecatrienoyl)-glycero-3-phospho-(1'-sn-glycerol)